2-(oxetan-2-yl)-morpholine O1C(CC1)C1CNCCO1